FC1=C(C=CC=2N(C(N(C21)C)=O)C2CNCCC2)C2CCNCC2 3-[4-fluoro-3-methyl-2-oxo-5-(4-piperidyl)benzimidazol-1-yl]piperidine